BrC1=C(C(=O)O)C=CC(=C1)Br 2,4-dibromobenzoic acid